rel-N-(4-([1,2,4]triazolo[1,5-a]pyridin-7-yloxy)-2-fluoro-3-methylphenyl)-6-((1R,4S,5S)-2-azabicyclo[2.2.2]octan-5-yl)pyrido[3,2-d]pyrimidin-4-amine N=1C=NN2C1C=C(C=C2)OC2=C(C(=C(C=C2)NC=2C1=C(N=CN2)C=CC(=N1)[C@@H]1[C@H]2CN[C@@H](C1)CC2)F)C |o1:27,28,31|